ClC1=CC=C(CNC(=O)NC2=CC=C(C=C2)[C@H](C)N2C(CN(CC2)C)=O)C=C1 (S)-1-(4-chlorobenzyl)-3-(4-(1-(4-methyl-2-oxopiperazin-1-yl)ethyl)phenyl)urea